(3S)-3-(1-hydroxyethyl)piperidine-1-carboxylic acid tert-butyl ester C(C)(C)(C)OC(=O)N1C[C@H](CCC1)C(C)O